ClC=1C=C(C=2N(N1)C=CN2)C=2C(=NNC2)N 4-(6-chloroimidazo[1,2-b]pyridazin-8-yl)-1H-pyrazol-3-amine